8-chloro-2-[1-(3,3-difluoropropyl)-1H-pyrazol-4-yl]-7-[(2-methyl-1H-1,3-benzodiazol-6-yl)oxy]quinoxaline ClC=1C(=CC=C2N=CC(=NC12)C=1C=NN(C1)CCC(F)F)OC=1C=CC2=C(NC(=N2)C)C1